1-(thiophen-3-yl)pyrrolo[1,2-a]quinoxaline S1C=C(C=C1)C1=CC=C2N1C1=CC=CC=C1N=C2